S1C=NC2=C1C=C(C=C2)\C=C\2/N=C(NC2=O)N[C@@H](COC)C2=CC=CC=C2 (4Z)-4-(1,3-Benzothiazol-6-ylmethylene)-2-[[(1R)-2-methoxy-1-phenyl-ethyl]amino]-1H-imidazol-5-one